(E)-2,4-difluoro-N-(2-methoxy-5-(4-(5-(4-oxopent-2-enoyl)hexahydropyrrolo[3,4-c]pyrrol-2(1H)-yl)quinazolin-6-yl)pyridin-3-yl)benzenesulfonamide FC1=C(C=CC(=C1)F)S(=O)(=O)NC=1C(=NC=C(C1)C=1C=C2C(=NC=NC2=CC1)N1CC2CN(CC2C1)C(\C=C\C(C)=O)=O)OC